2-chloro-4-[[4-[[(1S)-2-hydroxy-1-phenyl-ethyl]amino]-5-(1-methyltetrazol-5-yl)pyrimidin-2-yl]amino]-N,N-dimethyl-benzamide ClC1=C(C(=O)N(C)C)C=CC(=C1)NC1=NC=C(C(=N1)N[C@H](CO)C1=CC=CC=C1)C1=NN=NN1C